N[C@H]1[C@@H](CC2=C(C=CC=C12)Cl)CNCC[C@H]1CN(C(O1)=O)C1=NC2=C(OCC(N2)=O)N=C1 6-[(5S)-5-[2-[[(1S,2S)-1-amino-4-chloro-2,3-dihydro-1H-inden-2-yl]methylamino]ethyl]-2-oxo-1,3-oxazolidin-3-yl]-4H-pyrazino[2,3-b][1,4]oxazin-3-one